NC=1C(NC2=C3C(=C(C=C2C1C1=CC(=CC=C1)O)C#N)C=CC=C3)=O 3-Amino-4-(3-hydroxyphenyl)-2-oxo-1H-benzo[h]quinoline-6-carbonitrile